N-(4-anilinophenyl)acetamide N(C1=CC=CC=C1)C1=CC=C(C=C1)NC(C)=O